C(C)C=1C=C2CC(CC2=CC1CC)NC[C@@H](O)C1=C2C=CC(NC2=C(C=C1)OC(C1=C(C(=C(C(=C1F)F)F)F)F)(F)F)=O (S)-5-(2-((5,6-diethyl-2,3-dihydro-1H-inden-2-yl)amino)-1-hydroxyethyl)-8-((perfluorobenzyl)oxy)quinolin-2(1H)-one